C(C)N(S(=O)(=O)NC=1C(=C(C(=O)C2=CNC3=NC=C(C=C32)C=3C=CC(=NC3)N3CCN(CC3)C(=O)OC(C)(C)C)C(=CC1)F)F)C tert-butyl 4-[5-[3-[3-[[ethyl(methyl)sulfamoyl]amino]-2,6-difluoro-benzoyl]-1H-pyrrolo[2,3-b]pyridin-5-yl]-2-pyridyl]piperazine-1-carboxylate